(S)-N-(1-(6-bromo-5-fluoro-1-(oxetan-3-yl)-1H-indol-3-yl)-2,2-difluoroethyl)formamide BrC1=C(C=C2C(=CN(C2=C1)C1COC1)[C@@H](C(F)F)NC=O)F